ClC1=C(N=C(NC1=O)C1=CC=NC=C1)N1C[C@@H](NCC1)CCO 5-chloro-4-[(3S)-3-(2-hydroxyethyl)piperazin-1-yl]-2-(4-pyridinyl)-1H-pyrimidin-6-one